(E)-3-(2-ethyl-7-fluoro-4-oxo-3-phenyl-3,4-dihydroquinazolin-6-yl)-N-hydroxyacrylamide C(C)C1=NC2=CC(=C(C=C2C(N1C1=CC=CC=C1)=O)/C=C/C(=O)NO)F